(2-(2,6-dioxopiperidin-3-yl)-3-oxoisoindolin-5-yl)methyl (3-cyclopropylphenyl)carbamate C1(CC1)C=1C=C(C=CC1)NC(OCC=1C=C2C(N(CC2=CC1)C1C(NC(CC1)=O)=O)=O)=O